FC1=C(C=C(C=C1)C1=CN=C(O1)C(=O)OCC)OC(F)(F)F ethyl 5-(4-fluoro-3-(trifluoromethoxy)phenyl)oxazole-2-carboxylate